FC=1C=C2C(C=C(N(C2=CC1C(F)(F)F)C)C)=O 6-fluoro-1,2-dimethyl-7-(trifluoromethyl)quinolin-4(1H)-one